5-bromo-4-chloropyrimidin-2-amine BrC=1C(=NC(=NC1)N)Cl